1-ethyl-6-fluoro-5-iodo-2-methyl-1,3-benzodiazole C(C)N1C(=NC2=C1C=C(C(=C2)I)F)C